C1(=CC=CC=C1)C1=NC(=NC(=N1)C1=CC=CC=C1)C1=CC(=CC=C1)C1=CC=C2C=3C(=CC=CC3C3(C2=C1)CCCC3)C3=CC=CC=C3 2,4-diphenyl-6-(3-(4'-phenylspiro[cyclopentane-1,9'-fluoren]-7'-yl)phenyl)-1,3,5-triazine